(2S,4R)-1-{2-[5-(acetamidomethyl)-1H-1,2,3-triazol-1-yl]acetyl}-4-fluoro-N-[(S)-phenyl[4-(propan-2-yl)phenyl]methyl]pyrrolidine-2-carboxamide C(C)(=O)NCC1=CN=NN1CC(=O)N1[C@@H](C[C@H](C1)F)C(=O)N[C@H](C1=CC=C(C=C1)C(C)C)C1=CC=CC=C1